FC(S(=O)(=O)NCCCNC(CC1=NC=C2C=CC(=NC2=C1)C1=NC(=CC=C1)N1C[C@@H](O[C@@H](C1)C)C)=O)F.[Br].[Li] lithium bromine N-(3-((difluoromethyl)sulfonamido)propyl)-2-(2-(6-((cis)-2,6-dimethylmorpholino)pyridin-2-yl)-1,6-naphthyridin-7-yl)acetamide